FC1=C(C=CC(=C1F)C1=NOC(=N1)C(F)(F)F)CNC(CC(F)(F)F)=O N-[[2,3-Difluoro-4-[5-(trifluoromethyl)-1,2,4-oxadiazol-3-yl]phenyl]methyl]-3,3,3-trifluoropropanamide